6-Chloro-5-(4-((3-cyclopropyl-2-oxo-1,5,7,8-tetrahydro-2H-pyrano[4,3-b]pyridin-7-yl)methyl)piperazin-1-yl)-N-methylpicolinamide ClC1=C(C=CC(=N1)C(=O)NC)N1CCN(CC1)CC1CC=2NC(C(=CC2CO1)C1CC1)=O